6-chloro-7-methyl-1H-indole-3-formaldehyde ClC1=CC=C2C(=CNC2=C1C)C=O